Cl.ClC1=C(C=CC=C1)S(=O)(=O)NC1=NC=C(C=C1)C1=CC2=C(N=C(N=C2)NC2CCC(CC2)N(C)CCF)N(C1=O)C(C)C 2-Chloro-N-(5-(2-(((1r,4r)-4-((2-fluoroethyl)(methyl)amino)cyclohexyl)amino)-8-isopropyl-7-oxo-7,8-dihydropyrido[2,3-d]pyrimidin-6-yl)pyridin-2-yl)benzenesulfonamide hydrochloride